C[C@@H]1C([C@@H](C[C@H](C1)C)[C@@H](CC1CC(NC(C1)=O)=O)O)=O 4-[(2R)-2-[(1S,3S,5S)-3,5-dimethyl-2-oxocyclohexyl]-2-hydroxyethyl]piperidine-2,6-dione